2-(4-(4-ethylphenyl)-1H-1,2,3-triazol-1-yl)-1-(4-hydroxyphenyl)ethane-1-one C(C)C1=CC=C(C=C1)C=1N=NN(C1)CC(=O)C1=CC=C(C=C1)O